FC=1C(=NC(=NC1)OCC1=CC=C(C=C1)C)N 5-fluoro-2-[(4-methylbenzyl)oxy]pyrimidine-4-amine